6-(((tert-Butyldimethylsilyl)oxy)methyl)nicotinic acid methyl ester COC(C1=CN=C(C=C1)CO[Si](C)(C)C(C)(C)C)=O